C1CC2=CC=CC=C2C1CC(=O)O Indanylacetic acid